COC1=C(C(=CC=C1)OC)C1=CNC2=NC(=CC=C21)NC(=O)[C@H]2[C@@H](C2)CN2CCN(CC2)CC (1R,2R)-N-[3-(2,6-dimethoxyphenyl)-1H-pyrrolo[2,3-b]pyridin-6-yl]-2-[(4-ethylpiperazin-1-yl)methyl]cyclopropane-1-carboxamide